C(C1=CC=CC=C1)N(C1=C2C(=NC(=C1)NC1=C(C=C(C#N)C=C1F)CC)N(C=N2)C)CC2=CC=CC=C2 4-(7-Dibenzylamino-3-methyl-3H-imidazo[4,5-b]pyridin-5-ylamino)-3-ethyl-5-fluoro-benzonitrile